1-(4-Chloro-3-(trifluoromethyl)-phenyl)-3-(4-methyl-5-(2-(methylamino)-pyrimidin-4-yl)thiazol-2-yl)urea ClC1=C(C=C(C=C1)NC(=O)NC=1SC(=C(N1)C)C1=NC(=NC=C1)NC)C(F)(F)F